4-(2-{[(4aS,7aR)-1-(cyclobutylmethyl)-octahydro-1H-cyclopenta[b]pyridin-4a-yl]methoxy}-8-fluoro-4-(1,4-oxazepan-4-yl)pyrido[4,3-d]pyrimidin-7-yl)-5-ethynyl-6-fluoronaphthalen-2-ol C1(CCC1)CN1[C@H]2[C@@](CCC1)(CCC2)COC=2N=C(C1=C(N2)C(=C(N=C1)C1=CC(=CC2=CC=C(C(=C12)C#C)F)O)F)N1CCOCCC1